(2E)-9,10-dimethoxy-2-[(2,4,6-trimethylphenyl)imino]-3H,6H,7H-pyrimido[4,3-a]isoquinolin-4-one COC=1C=C2CCN3C(C2=CC1OC)=C\C(\NC3=O)=N/C3=C(C=C(C=C3C)C)C